7-Ethyl-5-iodo-3-(1,1,1-trifluoropropan-2-yl)-3H-pyrrolo[2,3-d]pyrimidin-4(7H)-one C(C)N1C=C(C2=C1N=CN(C2=O)C(C(F)(F)F)C)I